5-chloro-1,3-dihydro-1-hydroxy-2,1-benzoxazolone ClC=1C=CC2=C(C(ON2O)=O)C1